FC=1C=C(C=CC1)C1CC(C1)NS(=O)(=O)N1C2=C(SCC1)C(=CN=C2)C2=CC=C(C#N)C=C2 4-(4-((1-(3-Fluorophenyl)-3-cyclobutylamino)sulfonyl)-3,4-dihydro-2H-pyrido[4,3-b][1,4]thiazin-8-yl)benzonitrile